(3-sulfopropyl)amide dipotassium salt [K+].[K+].S(=O)(=O)(O)CCC[NH-].S(=O)(=O)(O)CCC[NH-]